Cl.C(C)N(CC)CCCl N,N-diethylchloroethylamine hydrochloride